NC1=C2N=CN(C2=NC(=N1)F)[C@H]1C[C@@H]([C@@](O1)(C#C)CO[P@](=O)(OCC(=O)OCCCCCCCCC)N[C@@H](CC1=CC=CC=C1)C(=O)OCCCCCCCCC)O Nonyl ((S)-(((2R,3S,5R)-5-(6-amino-2-fluoro-9H-purin-9-yl)-2-ethynyl-3-hydroxytetrahydrofuran-2-yl)methoxy) (2-(nonyloxy)-2-oxoethoxy)phosphoryl)-L-phenylalaninate